1-di-iso-butylamino-1,4-disilabutane C(C(C)C)N([SiH2]CC[SiH3])CC(C)C